ClC1=CC=C(S1)CNC1=CC(=NN1C(C(C)(C)C)=O)C1CCN(CC1)C(CN1CCOCC1)=O 1-(5-{[(5-chlorothiophen-2-yl)methyl]amino}-3-{1-[2-(morpholin-4-yl)acetyl]piperidin-4-yl}-1H-pyrazol-1-yl)-2,2-dimethylpropan-1-one